C(#N)N1C[C@@H](CC1)NC(C1=NC=C(C=C1F)C=1C=C2C=NN(C2=CC1)C)=O (R)-N-(1-cyanopyrrolidin-3-yl)-3-fluoro-5-(1-methyl-1H-indazol-5-yl)picolinamide